CN(S(=O)(=O)C1=CC=C(C=2C1=NON2)N(C(COCCOCCN2C(C1=CC=CC=C1C(C2=O)F)=O)=O)C2=CC=C(C=C2C2=CC=C(C=C2)C)C(=O)OC)C Methyl 6-(N-(7-(N,N-dimethylsulfamoyl)benzo[c][1,2,5]oxadiazol-4-yl)-2-(2-(2-(4-fluoro-1,3-dioxoisoquinolin-2-yl)ethoxy)ethoxy)acetamido)-4'-methyl-[1,1'-biphenyl]-3-Carboxylate